piperidine-4-sulfonohydrazide N1CCC(CC1)S(=O)(=O)NN